(1-fluoro-hex-1-enyl)benzenesulfonic acid FC(=CCCCC)C1=C(C=CC=C1)S(=O)(=O)O